C(C)(C)[C@H]1NC2=C(OCC1)C(=NC(=N2)N)N2CC(C2)NC (S)-8-Isopropyl-4-(3-(methylamino)azetidin-1-yl)-6,7,8,9-tetrahydropyrimido[5,4-b][1,4]oxazepin-2-amine